CN1C(=S)N(C(=O)C1)C 1,3-dimethyl-2-thiohydantoin